8-methyl-2-(4-(4-(1-methylcyclopropyl)phenyl)piperidine-1-carbonyl)-7-oxa-5-azaspiro[3.4]octan-6-one CC1OC(NC12CC(C2)C(=O)N2CCC(CC2)C2=CC=C(C=C2)C2(CC2)C)=O